1-(4-(trifluoromethyl)phenyl)piperidine-4-carbaldehyde FC(C1=CC=C(C=C1)N1CCC(CC1)C=O)(F)F